4-methyl-5-[[(2S)-2-methyl-1,4-diazepan-1-yl]sulfonyl]isoquinoline CC1=CN=CC2=CC=CC(=C12)S(=O)(=O)N1[C@H](CNCCC1)C